N-(2'-Hydroxy-3'-(1-phenyl-1H-pyrazol-4-yl)-[1,1'-biphenyl]-4-yl)acetamide OC1=C(C=CC=C1C=1C=NN(C1)C1=CC=CC=C1)C1=CC=C(C=C1)NC(C)=O